4-cyclopropyl-5-[4-[[4-[1-isopropyl-4-(trifluoromethyl)imidazol-2-yl]phenyl]methoxy]pyrimidin-2-yl]-6-methoxy-pyrimidine C1(CC1)C1=NC=NC(=C1C1=NC=CC(=N1)OCC1=CC=C(C=C1)C=1N(C=C(N1)C(F)(F)F)C(C)C)OC